3,4-dibromo-1-methylpyrazole BrC1=NN(C=C1Br)C